BrCC(=O)OC(CCCCCCCCCC)O undecanediol bromoacetate